NC=1N=NC(=CC1N1CC2CCC(C1)N2C2=CC(=NC=C2)C#CCN2C(COCC2)C(=O)NC)C2=C(C=CC=C2)O 4-[3-[4-[3-[3-amino-6-(2-hydroxyphenyl)pyridazin-4-yl]-3,8-diazabicyclo[3.2.1]oct-8-yl]-2-pyridinyl]prop-2-ynyl]-N-methyl-morpholine-3-carboxamide